Methyl-Imidazole CC=1NC=CN1